N-(2-((tert-butyldimethylsilyl)oxy)ethyl)-4-aminobenzamide [Si](C)(C)(C(C)(C)C)OCCNC(C1=CC=C(C=C1)N)=O